methyl (2R,4S,5R,6R)-5-acetamido-6-((S)-((R)-2,2-dimethyl-1,3-dioxolan-4-yl)(hydroxy)methyl)-4-hydroxy-2-(p-tolylthio)tetrahydro-2H-pyran-2-carboxylate C(C)(=O)N[C@@H]1[C@H](C[C@](O[C@H]1[C@H](O)[C@@H]1OC(OC1)(C)C)(C(=O)OC)SC1=CC=C(C=C1)C)O